(1R*,3R*)-3-(2-((tert-butoxycarbonyl)amino)ethyl)cyclohexyl methanesulfonate CS(=O)(=O)O[C@H]1C[C@H](CCC1)CCNC(=O)OC(C)(C)C |o1:5,7|